N-(2-Fluoro-4-methyl-5-(8-morpholinoimidazo[1,2-a]pyridin-6-yl)phenyl)-5-(2-fluoropropan-2-yl)nicotinamide FC1=C(C=C(C(=C1)C)C=1C=C(C=2N(C1)C=CN2)N2CCOCC2)NC(C2=CN=CC(=C2)C(C)(C)F)=O